CC1=NSC(=N1)C1=NN=C2N1CCN([C@@H]2C)C=2C=NC(=CC2)C(F)(F)F (R)-3-methyl-5-(8-methyl-7-(6-(trifluoromethyl)pyridin-3-yl)-5,6,7,8-tetrahydro-[1,2,4]triazolo[4,3-a]pyrazin-3-yl)-1,2,4-thiadiazole